tert-butyl (S)-4-((3-(5-methoxy-2,4-dioxo-3,4-dihydropyrimidin-1(2H)-yl) pyrazolo[1,5-a]pyridin-5-yl) methyl)-2-methylpiperazine-1-carboxylate COC=1C(NC(N(C1)C=1C=NN2C1C=C(C=C2)CN2C[C@@H](N(CC2)C(=O)OC(C)(C)C)C)=O)=O